N-(2-hydroxy-ethyl)-N-methyl-para-toluidine OCCN(C1=CC=C(C=C1)C)C